C(C=C)(=O)N1CCN(CC1)C1=CC(=NC=2CN(CCC12)C1=CC=CC2=CC=CC(=C12)C)C(=O)N[C@H](CN(C)C)C (S)-4-(4-acryloylpiperazin-1-yl)-N-(1-(dimethylamino)propan-2-yl)-7-(8-methylnaphthalen-1-yl)-5,6,7,8-tetrahydro-1,7-naphthyridine-2-carboxamide